5-bromo-1',2',3',4'-tetrahydro-[1,1'-biphenyl]-2-ol BrC1=CC=C(C(=C1)C1CCCC=C1)O